C12(CC(C1)C2)N2[C@@H](C=1NC3=CC=CC=C3C1C[C@H]2C)C2=CC=C(C=C2)N[C@@H]2CN(C[C@H]2F)CCC (3R,4R)-N-(4-((1R,3R)-2-(bicyclo[1.1.1]pentan-1-yl)-3-methyl-2,3,4,9-tetrahydro-1H-pyrido[3,4-b]indol-1-yl)phenyl)-4-fluoro-1-propylpyrrolidin-3-amine